ClC1=CC=CC=2N(C(NC21)=O)C2CCNCC2 4-chloro-1-(piperidin-4-yl)-1,3-dihydro-2H-benzo[d]imidazol-2-one